BrC1=CC=C2[C@@H](CCC(C2=C1)=O)CC |r| rac-7-bromo-4-ethyl-3,4-dihydronaphthalen-1(2H)-one